[Cl-].C(C(=C)C)(=O)OCC[N+](CC1=CC=CC=C1)(C)C [2-(methacryloxy)ethyl]dimethylbenzyl-ammonium chloride